3-{4-[4-(3,5-dimethylpyridin-2-yl)piperazine-1-carbonyl]phenyl}-3-ethylpyrrolidine-2,5-dione CC=1C(=NC=C(C1)C)N1CCN(CC1)C(=O)C1=CC=C(C=C1)C1(C(NC(C1)=O)=O)CC